N1=C(C=CC=C1)[C@@]1(CCOC2(CC=CC2)C1)CC(=O)N 2-[(9R)-9-(pyridin-2-yl)-6-oxaspiro[4.5]dec-2-en-9-yl]acetamide